C1=CC=CC=2C3=CC=CC=C3C(C12)COC(=O)N[C@]([C@@H](C)CC)(C(=O)O)C N-{[(9H-fluoren-9-yl)methoxy]carbonyl}-2-methyl-D-allo-isoleucine